OC1=C2C=CNC2=C(C=C1)C 4-hydroxy-7-methyl-indole